2-(2,6-dioxo-3-piperidyl)-5-[4-[[1-[2-[(2S)-2-methylpiperazin-1-yl]acetyl]-4-piperidyl]methyl]piperazin-1-yl]isoindoline-1,3-dione O=C1NC(CCC1N1C(C2=CC=C(C=C2C1=O)N1CCN(CC1)CC1CCN(CC1)C(CN1[C@H](CNCC1)C)=O)=O)=O